O[C@@H]1C[C@H](N(C1)C([C@H](C(C)(C)C)NC(CCCCC(=O)OC)=O)=O)C(N[C@@H](C)C1=CC=C(C=C1)C1=C(N=CS1)C)=O Methyl 6-(((S)-1-((2S,4R)-4-hydroxy-2-(((S)-1-(4-(4-methylthiazol-5-yl)phenyl)ethyl)carbamoyl)pyrrolidin-1-yl)-3,3-dimethyl-1-oxobutan-2-yl)amino)-6-oxohexanoate